3-methylphenyl-1,1'-biphenyl CC=1C=C(C=CC1)C1=C(C=CC=C1)C1=CC=CC=C1